2-chloro-7,7-dimethyl-6,7-dihydro-5H-cyclopenta[b]pyridine 1-oxide ClC1=CC=C2C(=[N+]1[O-])C(CC2)(C)C